OCCOC1=CC=C(C=C1)C1(C2=C(C=CC=C2C=2C=CC=C(C12)C1=CC=CC2=CC=CC=C12)C1=CC=CC2=CC=CC=C12)C1=CC=C(C=C1)OCCO 9,9-bis(4-(2-hydroxyethoxy)phenyl)-1,8-dinaphthyl-fluorene